(2S,5R)-6-(((3-((ethoxycarbonyl)oxy)-2,2-dimethylpropoxy)sulfonyl)oxy)-7-oxo-1,6-diazabicyclo[3.2.1]octane-2-carboxamide C(C)OC(=O)OCC(COS(=O)(=O)ON1[C@@H]2CC[C@H](N(C1=O)C2)C(=O)N)(C)C